COC1=CC(=C(C=C1NC1=NC=CC(=N1)N1N=CC2=C(C=CC=C12)OC)C=CC(=O)[NH-])N(CCN1CCCC1)C N-(4-methoxy-5-((4-(4-methoxy-1H-indazol-1-yl)pyrimidin-2-yl)amino)-2-(methyl-(2-(pyrrolidin-1-yl)ethyl)amino)phenyl)acryloylamide